COC1=C2C=CC=NC2=C(C=C1)S(=O)(=O)NC1=C(C=C(C=C1)C1=CC=CC=C1)C#CC=1C=CC(=NC1)C(=O)O 5-{2-[4-(5-methoxyquinoline-8-sulfonamido)-[1,1'-biphenyl]-3-yl]ethynyl}pyridine-2-carboxylic acid